C(C)(C)(C)C1=C2C=CN=CC2=CC(=C1)B(O)O (5-(tert-butyl)isoquinolin-7-yl)boronic acid